N-(3,5-bis(trifluoromethyl)phenyl)benzo[d]isothiazol-3-amine FC(C=1C=C(C=C(C1)C(F)(F)F)NC1=NSC2=C1C=CC=C2)(F)F